C12CN(CC(C1)C2)CCN 2-(3-azabicyclo[3.1.1]hept-3-yl)ethan-1-amine